(R)-1-(3-(3-(4-(2-fluoro-3-methylphenoxy)phenyl)-1H-pyrazolo[4,3-c]pyridin-1-yl)pyrrolidin-1-yl)prop-2-en-1-one FC1=C(OC2=CC=C(C=C2)C2=NN(C3=C2C=NC=C3)[C@H]3CN(CC3)C(C=C)=O)C=CC=C1C